8,8-Dimethyl-9-oxo-7a,8,9,10-tetrahydrobenzo[d]naphtho[1,2-f]pyrazolo[5,1-b][1,3]oxazepine-3-carbonitrile CC1(C(NN2C1OC1=C(C3=C2C=CC=C3)C=3C=CC(=CC3C=C1)C#N)=O)C